N-(trans-3-(2-(4-(2,3-dichlorophenyl)piperazin-1-yl)ethyl)cyclobutyl)isoxazole-5-carboxamide ClC1=C(C=CC=C1Cl)N1CCN(CC1)CC[C@@H]1C[C@H](C1)NC(=O)C1=CC=NO1